N=1CCN2C=NC=3C=CC(=CC3C21)O 2,3-dihydroimidazo[1,2-c]quinazolin-9-ol